C(C=C)(=O)NCCC[N+](CCC)(C)C 3-[(3-Acrylamidopropyl)dimethylammonio]propane